3-fluoro-5-bromobenzenesulfonyl chloride FC=1C=C(C=C(C1)Br)S(=O)(=O)Cl